(2-methoxyethyl)-5-({[6-(trifluoromethyl)pyridin-2-yl]carbonyl}amino)-2H-indazole-6-carboxylate COCCOC(=O)C=1C(=CC2=CNN=C2C1)NC(=O)C1=NC(=CC=C1)C(F)(F)F